CC=1C=C2C(C=C(OC2=C(C1)C(C)NC1=C(C(=O)OC(C)(C)C)C=CC=C1)C1=CC=C2C(=N1)NC=C2)=O tert-Butyl 2-[1-[6-methyl-4-oxo-2-(1H-pyrrolo[2,3-b]pyridin-6-yl)chromen-8-yl]ethylamino]benzoate